1-cyclopropyl-N-(6-(1,2-dimethyl-1H-imidazol-5-yl)isoquinolin-3-yl)-4-fluoropiperidine-4-carboxamide C1(CC1)N1CCC(CC1)(C(=O)NC=1N=CC2=CC=C(C=C2C1)C1=CN=C(N1C)C)F